N[C@H]1C(N(C2=C(C=CC=C2C1)OC1=C(C=CC(=C1)F)Cl)C)=O (3R)-3-amino-8-(2-chloro-5-fluorophenoxy)-1-methyl-1,2,3,4-tetrahydroquinolin-2-one